NC1=CC=C(C=C1)C1=CC=C(C=C1)O 4'-amino-[1,1'-biphenyl]-4-ol